[(1R,2S,5R)-2-isopropyl-5-methylcyclohexyl] (2S,5S)-5-acetoxy-1,3-oxathiolane-2-carboxylate C(C)(=O)O[C@@H]1CS[C@H](O1)C(=O)O[C@H]1[C@@H](CC[C@H](C1)C)C(C)C